C[C@H]1N(CCN(C1)C)[C@@H](C(=O)NC=1C=CC=C2C(=CNC12)C1=NC(=NC=C1C)NC1=C(C(=CC=C1)S(=O)(=O)C)F)COC (R)-2-((R)-2,4-dimethylpiperazin-1-yl)-N-(3-(2-((2-fluoro-3-(methyl-sulfonyl)phenyl)amino)-5-methylpyrimidin-4-yl)-1H-indol-7-yl)-3-methoxypropanamide